benzyl (3R)-3-{5-[cis-4-[2-cyano-4-(trifluoromethyl)phenoxy]-2-cyclopropylpiperidin-1-yl]-2'-ethoxy-[2,3'-bipyridine]-6-amido}pyrrolidine-1-carboxylate C(#N)C1=C(O[C@@H]2C[C@@H](N(CC2)C=2C=CC(=NC2C(=O)N[C@H]2CN(CC2)C(=O)OCC2=CC=CC=C2)C=2C(=NC=CC2)OCC)C2CC2)C=CC(=C1)C(F)(F)F